3-ethyl 2-methyl 6-hydroxy-1,2,3,4-tetrahydroisoquinoline-2,3-dicarboxylate OC=1C=C2CC(N(CC2=CC1)C(=O)OC)C(=O)OCC